ClC1=C(C=C(C=C1)[N+](=O)[O-])C(F)(F)F 1-chloro-2-(trifluoromethyl)-4-nitrobenzene